FC1=C(C=CC(=C1)F)[C@@H]1N(CCC1)C1=NC=2N(C=C1)N=CC2C2=CC=CC(=N2)N2CCN(CC2)CC=2C=C1CN(C(C1=CC2F)=O)C2C(NC(CC2)=O)=O 3-(5-((4-(6-(5-((R)-2-(2,4-difluorophenyl)pyrrolidin-1-yl)pyrazolo[1,5-a]pyrimidin-3-yl)pyridin-2-yl)piperazin-1-yl)methyl)-6-fluoro-1-oxoisoindolin-2-yl)piperidine-2,6-dione